C(CCC)C(N)(C(=O)O)CCCC α,α-dibutylglycine